N-cyclohexyl-4-(((2R,3R,4R,5S)-3,4,5-trihydroxy-2-methylpiperidin-1-yl)methyl)piperidine-1-carboxamide C1(CCCCC1)NC(=O)N1CCC(CC1)CN1[C@@H]([C@H]([C@@H]([C@H](C1)O)O)O)C